2-[(2S)-4-[7-(5,6-dimethyl-1-tetrahydropyran-2-yl-indazol-4-yl)-2-[[(2S)-1-methylpyrrolidin-2-yl]methoxy]-6,8-dihydro-5H-pyrido[3,4-d]pyrimidin-4-yl]piperazin-2-yl]acetonitrile CC=1C(=C2C=NN(C2=CC1C)C1OCCCC1)N1CC=2N=C(N=C(C2CC1)N1C[C@@H](NCC1)CC#N)OC[C@H]1N(CCC1)C